2-[8-[[(1S,3S)-3-hydroxycyclohexyl]amino]-2-methyl-pyrido[2,3-d]pyridazin-5-yl]-5-(trifluoromethyl)phenol O[C@@H]1C[C@H](CCC1)NC=1N=NC(=C2C1N=C(C=C2)C)C2=C(C=C(C=C2)C(F)(F)F)O